N-(4-chloro-3-cyano-1H-indol-7-yl)-5-cyano-1-methyl-pyrazole-4-sulfonamide ClC1=C2C(=CNC2=C(C=C1)NS(=O)(=O)C=1C=NN(C1C#N)C)C#N